N-(3-(6-(piperidin-3-yl)pyridin-2-yl)pyrazolo[1,5-a]pyridin-5-yl)-2-(pyridin-3-yl)acetamide N1CC(CCC1)C1=CC=CC(=N1)C=1C=NN2C1C=C(C=C2)NC(CC=2C=NC=CC2)=O